(S)-N-(1-(5-(2-Methyl-2H-indazol-5-yl)-1H-imidazol-2-yl)-7-oxononyl)-2-(6-azaspiro[2.5]octan-6-yl)acetamid CN1N=C2C=CC(=CC2=C1)C1=CN=C(N1)[C@H](CCCCCC(CC)=O)NC(CN1CCC2(CC2)CC1)=O